BrC1=C(C=C(C=C1)C1(CC1)C(=O)O)F 1-(4-bromo-3-fluorophenyl)cyclopropanecarboxylic acid